2-[3-(4-Chloro-3-fluorophenyl)-1-ethyl-1H-1,2,4-triazol-5-yl]-2,2-difluoro-N-[(2-methyl-1H-1,3-benzimidazol-5-yl)methyl]acetamid ClC1=C(C=C(C=C1)C1=NN(C(=N1)C(C(=O)NCC1=CC2=C(NC(=N2)C)C=C1)(F)F)CC)F